(2-methoxy-2-oxo-N-(4-(2-oxopiperidin-1-yl)-phenyl)acetamide) methyl-butyrate COC(CCC)=O.COC(C(=O)NC1=CC=C(C=C1)N1C(CCCC1)=O)=O